C(C)(C)(C)OOC1(OOC(C1)(C)OOC(C)(C)C)C 3,5-bis(t-butylperoxy)-3,5-dimethyl-1,2-dioxolane